C(CCCCCCCCCCCCCCC)(=O)OCCCCCCCCCCCCCCCCCCCC icosyl hexadecanoate